4-Bromo-3,5-dimethyl-1-((4-(trifluoromethyl)phenyl)sulfonyl)-1H-pyrazole BrC=1C(=NN(C1C)S(=O)(=O)C1=CC=C(C=C1)C(F)(F)F)C